C1=CC=CC=2C3=CC=CC=C3C(C12)COC(=O)N1CC2=CC(=CC=C2C[C@H]1C(=O)O)NC(=O)OC(C)(C)C (S)-2-(((9H-fluoren-9-yl)methoxy)carbonyl)-7-((tert-butoxycarbonyl)amino)-1,2,3,4-tetrahydroisoquinoline-3-carboxylic acid